2-Pentyl-decanal C(CCCC)C(C=O)CCCCCCCC